methyl 5-methyloxazole-4-carboxylate CC1=C(N=CO1)C(=O)OC